Ethyl 2-[1-[(2,3-difluorophenyl)methyl]-5-oxopyrrolidin-2-yl]acetat FC1=C(C=CC=C1F)CN1C(CCC1=O)CC(=O)OCC